(E)-3-(4-fluorophenyl)propenal FC1=CC=C(C=C1)/C=C/C=O